C1C2N(CCN1)CCNC2 octahydro-1H-pyrazino[1,2-a]pyrazine